C(CCCCCCCCC(=O)OCC(C)C)(=O)OCC(C)C di(isobutyl) sebacate